C(CC)N1C2=CC=C(C(=C2C(C12C=NC1=C(O2)C=CC2=CC(=C(C=C21)C(=O)OC)O)(C)C)C)C 1-propyl-3,3,4,5-tetramethyl-9'-methoxycarbonyl-8'-hydroxy-spiro[indoline-2,3'-[3H]naphth[2,1-b][1,4]oxazine]